BrC=1C(=C(OCCOC2C[C@H]3CC[C@@H](C2)N3C(=O)OC(C)(C)C)C=CC1)C tert-butyl (1R,5S)-3-[2-(3-bromo-2-methyl-phenoxy) ethoxy]-8-azabicyclo[3.2.1]octane-8-carboxylate